monoundecylether C(CCCCCCCCCC)OCCCCCCCCCCC